Hexacosaenoic acid C(C=CCCCCCCCCCCCCCCCCCCCCCCC)(=O)O